(±)-5-(2-ethoxy-3-pyridyl)-1-(oxetan-3-yl)-N-tetrahydrofuran-3-yl-pyrazolo[4,3-b]pyridin-7-amine C(C)OC1=NC=CC=C1C1=CC(=C2C(=N1)C=NN2C2COC2)N[C@H]2COCC2 |r|